2-methoxy-6,7-dihydroquinazoline COC1=NC2=CCCC=C2C=N1